(S)-1-(pyridin-2-yl)-but-3-en-1-ol N1=C(C=CC=C1)[C@H](CC=C)O